CN1CCN(CC1)C1=CC=C(C=C1)C=1C=C2C(=NC1)C(=CO2)C2=CC=C(C=C2)CC(=O)N 2-(4-(6-(4-(4-methylpiperazin-1-yl)phenyl)furo[3,2-b]pyridin-3-yl)phenyl)acetamide